COC(=O)N1C=NC2=C1C=C(C(=C2)C2=C(C=CC=C2)CC)C2=C(C=CC=C2)CC 5,6-bis(2-ethylphenyl)-1H-benzimidazole-1-carboxylic acid methyl ester